COC(=O)CN1C(C=2N(CC1C(=O)NC(C)(C)C)C=C(C(C2O)=O)C(=O)O)=O 2-methoxycarbonylmethyl-3-tert-butylaminocarbonyl-9-hydroxy-1,8-dioxo-1,3,4,8-tetrahydro-2H-pyrido[1,2-a]pyrazine-7-carboxylic acid